7-(bromomethyl)-3,4-dihydro-1H-spiro[naphthalene-2,2'-[1,3]dioxolane] BrCC1=CC=C2CCC3(OCCO3)CC2=C1